N-Methyl-N-(2,2,2-trifluoro-1-(4-methoxyphenyl)ethyl)tetrahydro-2H-pyran-4-sulfonamide CN(S(=O)(=O)C1CCOCC1)C(C(F)(F)F)C1=CC=C(C=C1)OC